CC1=CC(=CN=N1)N1N=CC2=CC=C(C=C12)C1=C(C(=O)N)C=CC=C1 (1-(6-methylpyridazin-4-yl)-1H-indazol-6-yl)benzamide